C1(CC1)NC=1SC(=CN1)C1=NC(=NC=C1C(F)(F)F)NC1CCN(CC1)S(=O)(=O)C N-Cyclopropyl-5-[2-[(1-methylsulfonylpiperidin-4-yl)amino]-5-(trifluoromethyl)pyrimidin-4-yl]-1,3-thiazol-2-amine